5-hydroxyl-4-n-propyl-2(5H)-furanone OC1C(=CC(O1)=O)CCC